2-amino-7-(3,4-dichlorobenzyl)-9-((2r,3r,5s)-3-hydroxy-5-(hydroxymethyl)tetrahydrofuran-2-yl)-7,9-dihydro-1H-purine-6,8-dione NC=1NC(C=2N(C(N(C2N1)[C@@H]1O[C@@H](C[C@H]1O)CO)=O)CC1=CC(=C(C=C1)Cl)Cl)=O